BrC1=CC2=C(O[C@@H](CN2C)C)N=C1 (R)-7-bromo-1,3-dimethyl-2,3-dihydro-1H-pyrido[2,3-b][1,4]oxazine